CC1=C(C=C(C=C1)C)C1=CC(=C(N=N1)NC1C[C@@H]2[C@@H](CN(C2)C([2H])([2H])[C@@H]2COCC2)C1)C(F)(F)F (3aR,5s,6aS)-N-(6-(2,5-dimethylphenyl)-4-(trifluoro-methyl)pyridazin-3-yl)-2-(((R)-tetrahydrofuran-3-yl)methyl-d2)octahydro-cyclopenta[c]pyrrol-5-amine